2-(2'-hydroxy-5'-octylphenyl)-benzotriazole OC1=C(C=C(C=C1)CCCCCCCC)N1N=C2C(=N1)C=CC=C2